8-methoxy-3-[4-methyl-2-(trifluoromethyl)phenyl]sulfonyl-4H-triazolo[1,5-a]quinazolin-5-one COC1=CC=C2C(NC=3N(C2=C1)N=NC3S(=O)(=O)C3=C(C=C(C=C3)C)C(F)(F)F)=O